(2S,4R)-1-((S)-2-azido-3-methylbutanoyl)-4-hydroxypyrrolidine-2-carboxylic acid methyl ester COC(=O)[C@H]1N(C[C@@H](C1)O)C([C@H](C(C)C)N=[N+]=[N-])=O